[N-](S(=O)(=O)C(F)(F)F)S(=O)(=O)C(F)(F)F.C(=C)N1CN(C=C1)CCCCCCCC 1-vinyl-3-octyl-imidazole bistrifluoromethanesulfonimide salt